Cl.FC1=CC=C(C=C1)NC1N(C(=NC(=N1)N)N1CCOCC1)C1=CC=C(C=C1)C(C)C N-(4-Fluorophenyl)-N1-(4-isopropylphenyl)-6-morpholin-4-yl-[1,3,5]triazine-2,4-diamine hydrochloride